ClC1=C(C=CC=C1)C(CCC(=O)OCC)=O ethyl 4-(2-chlorophenyl)-4-oxo-butyrate